(S)-1-acetyl-5-nitroindole-2-carboxylate C(C)(=O)N1C(=CC2=CC(=CC=C12)[N+](=O)[O-])C(=O)[O-]